O.S(=O)(=O)([O-])[O-].C1(CC1)C[NH+]1CCN(CC1)C(C1=CC=C(C=C1)NS(=O)(=O)C=1C=CC=C2C=CC=NC12)=O.O.O.C1(CC1)C[NH+]1CCN(CC1)C(C1=CC=C(C=C1)NS(=O)(=O)C=1C=CC=C2C=CC=NC12)=O 1-(cyclopropylmethyl)-4-(4-(quinoline-8-sulfonamido)benzoyl)piperazin-1-ium hemisulfate sesquihydrate